C(=O)(OC(C)(C)C)N[C@@H](CC1=CC(=C(C=C1)O)F)C(=O)O |r| Boc-3-fluoro-DL-tyrosine